4-(3-(3-chloro-4-(trifluoromethoxy)phenyl)-2-((triisopropylsilyl)ethynyl)-3H-imidazo[4,5-b]pyridin-5-yl)morpholine ClC=1C=C(C=CC1OC(F)(F)F)N1C(=NC=2C1=NC(=CC2)N2CCOCC2)C#C[Si](C(C)C)(C(C)C)C(C)C